NC/C(/COC1=CC2=C(N=C(O2)NCC2=CC=C(C=C2)N2CCCC2)C=C1)=C/F (Z)-1-(4-(((6-((2-(aminomethyl)-3-fluoroallyl)oxy)-benzo[d]oxazol-2-yl)amino)methyl)-phenyl)pyrrolidin